4-(4-Fluorophenyl)-2-(((E)-(1,9-dimethyl-β-carbolin-3-yl)methylene)hydrazino)-2,3-dihydrothiazole FC1=CC=C(C=C1)C=1NC(SC1)N/N=C/C=1N=C(C=2N(C3=CC=CC=C3C2C1)C)C